5'-(4-cyclopropyl-1H-imidazole-1-yl)spiro[cyclopropane-1,1'-isoindole] C1(CC1)C=1N=CN(C1)C=1C=C2C=NC3(C2=CC1)CC3